3-(8-(4-(ethoxymethyl)-2,6-dimethoxyphenyl)quinoxalin-5-yl)propionic acid C(C)OCC1=CC(=C(C(=C1)OC)C=1C=CC(=C2N=CC=NC12)CCC(=O)O)OC